The molecule is an L-alpha-amino acid zwitterion obtained by transfer of a proton from the carboxy to the amino group of L-dihydroanticapsin; major species at pH 7.3. It is a tautomer of a L-dihydroanticapsin. C1C[C@H]([C@H]2[C@@H]([C@@H]1C[C@@H](C(=O)[O-])[NH3+])O2)O